(2R)-1-(1-(3-chloro-2-fluorobenzyl)cyclobutyl)-4-((3-fluoro-6-((5-methyl-1H-pyrazol-3-yl)amino)pyridin-2-yl)methyl)-2-methyl-piperidine-4-carboxylic acid ClC=1C(=C(CC2(CCC2)N2[C@@H](CC(CC2)(C(=O)O)CC2=NC(=CC=C2F)NC2=NNC(=C2)C)C)C=CC1)F